S1C=NC(=C1)C=O 4-thiazoleformaldehyde